NC=1C2=C(C(NN1)=O)N(C=C2C2=CC=C(CNC(C1=C(C=CC(=C1)F)OC)=O)C=C2)[C@H]2CN(CC2)C (R)-N-(4-(4-amino-1-(1-methylpyrrolidin-3-yl)-7-oxo-6,7-dihydro-1H-pyrrolo[2,3-d]pyridazin-3-yl)benzyl)-5-fluoro-2-methoxybenzamide